S(=O)(=O)(ON1[C@@H]2CC[C@H](N(C1=O)C2)C(NS(=O)(=O)COC)=N)O (2S,5R)-2-(N-((methoxymethyl)sulfonyl)carbamimidoyl)-7-oxo-1,6-diazabicyclo[3.2.1]octan-6-yl hydrogen sulfate